BrC1=C2C=NNC2=CC(=C1O)C 4-bromo-6-methyl-1H-indazol-5-ol